N-(4-(8-(cyclopropylcarbonyl)-8-azabicyclo[3.2.1]oct-3-yl)-1H-pyrrolo[2,3-b]pyridin-6-yl)cyclopropylcarboxamide C1(CC1)C(=O)N1C2CC(CC1CC2)C2=C1C(=NC(=C2)NC(=O)C2CC2)NC=C1